CC1=C(C=CC(=O)NC(=N)N)C=CC=C1C 2,3-Dimethylcinnamoylguanidin